1,8-Bis({4-oxo-1-[2-(propan-2-yloxy)ethyl]-2-sulfanylidene-1H,2H,3H,4H,5H-pyrrolo[3,2-d]pyrimidin-5-yl}methyl) octanedioate C(CCCCCCC(=O)OCN1C=CC=2N(C(NC(C21)=O)=S)CCOC(C)C)(=O)OCN2C=CC=1N(C(NC(C12)=O)=S)CCOC(C)C